Br.N1=CC=CC=C1 pyridine hydrobromide salt